5-[1-(5-amino-2-pyridyl)-3-(difluoromethyl)pyrazol-4-yl]-N-[3-chloro-4-[4-(1-methylpiperidine-4-carbonyl)piperazine-1-carbonyl]phenyl]-1-methyl-imidazole-2-carboxamide NC=1C=CC(=NC1)N1N=C(C(=C1)C1=CN=C(N1C)C(=O)NC1=CC(=C(C=C1)C(=O)N1CCN(CC1)C(=O)C1CCN(CC1)C)Cl)C(F)F